(R)-2-((1-(2-(4-((1H-1,2,4-triazol-1-yl)methyl)phenyl)-3,6-dimethyl-4-oxo-4H-chromen-8-yl)ethyl)amino)benzoic acid N1(N=CN=C1)CC1=CC=C(C=C1)C=1OC2=C(C=C(C=C2C(C1C)=O)C)[C@@H](C)NC1=C(C(=O)O)C=CC=C1